FC=1C=C(C=CC1F)C1(CCN(CC1)C1=NC(=CN=C1)C=1C(=NOC1C)C)O 4-(3,4-difluorophenyl)-1-(6-(3,5-dimethylisoxazol-4-yl)pyrazin-2-yl)piperidin-4-ol